COC1=C(C=C(C=C1)NCCO)N 1-methoxy-2-amino-4-(2-hydroxy-ethylamino)benzene